6-(2-Hydroxy-2-methylpropoxy)-4-(6-(4-((6-methoxypyridin-3-yl)oxy)piperidin-1-yl)pyridin-3-yl)-1-methyl-1H-indazole-3-carbonitrile OC(COC1=CC(=C2C(=NN(C2=C1)C)C#N)C=1C=NC(=CC1)N1CCC(CC1)OC=1C=NC(=CC1)OC)(C)C